(R)-N-(3-(aminomethyl)benzyl)-2-((3,5-dichloropyridin-2-yl)oxy)butanamide NCC=1C=C(CNC([C@@H](CC)OC2=NC=C(C=C2Cl)Cl)=O)C=CC1